N[C@@H]1[C@@H](N(CC12CC2)C(=O)OC(C)(C)C)CC=2C(=C(C=CC2)C2=CC=CC=C2)F tert-butyl (6S,7S)-7-amino-6-((2-fluoro-[1,1'-biphenyl]-3-yl)methyl)-5-azaspiro[2.4]heptane-5-carboxylate